NC1=C(C(=CC(=C1)F)F)O 2-amino-4,6-difluoro-phenol